ClC1=CN=C(S1)C=1C=C(C(=O)N[C@H](C)C2=NC=C(N=C2)C)C=C(C1)OCC(C)(C)OC 3-(5-chloro-1,3-thiazol-2-yl)-5-(2-methoxy-2-methylpropoxy)-N-[(1R)-1-(5-methylpyrazin-2-yl)ethyl]benzamide